CN1CCN(CC1)CCN1N=CC(=C1)CN(CCC(=O)OC(CCCCCC)CCCCCCCC)CCC(=O)OC(CCCCCC)CCCCCCCC di(pentadecan-7-yl) 3,3'-(((1-(2-(4-methylpiperazin-1-yl)ethyl)-1H-pyrazol-4-yl)methyl)azanediyl)dipropionate